ClC1=C(C=C(C=C1)Cl)/C=C/C(=O)OC(C)(C)C tert-butyl (E)-3-(2,5-dichlorophenyl)acrylate